3-[(3S)-3-[2-oxo-2-[4-[5-(trifluoromethyl)pyrimidin-2-yl]piperazin-1-yl]ethyl]pyrrolidin-1-yl]-5-(trifluoromethyl)-1H-pyridazin-6-one O=C(C[C@H]1CN(CC1)C1=NNC(C(=C1)C(F)(F)F)=O)N1CCN(CC1)C1=NC=C(C=N1)C(F)(F)F